BrC(=C[C@@H]1C([C@@H]1C(=O)OCC1=C(C(=C(C(=C1F)F)C#C)F)Cl)(C)C)Br 2-chloro-4-ethynyl-3,5,6-trifluorobenzyl (1R)-cis-3-(2,2-dibromo-1-ethenyl)-2,2-dimethylcyclopropanecarboxylate